N1NC(=C2C1=C1N=CC=CC1=NC2)C(=O)O.COC[C@H](N)C(=O)O O-methyl-serine 1,4-dihydropyrazolo[3',4':4,5]pyrido[3,2-b]pyridine-3-carboxylate